2-chloro-3-((1-methyl-1H-pyrazol-3-yl)ethynyl)phenylthiopotassium ClC1=C(C=CC=C1C#CC1=NN(C=C1)C)S[K]